5-((4-chlorobenzyl)oxy)-1-ethylindole-2,3-dione ClC1=CC=C(COC=2C=C3C(C(N(C3=CC2)CC)=O)=O)C=C1